CN1CC(CC1)COC1=CC=C(C=N1)C=1C=CC2=C(N(C=N2)C2=CC=C3CCN(C3=C2)C(=O)OC(C)(C)C)C1 tert-butyl 6-(6-(6-((1-methylpyrrolidin-3-yl)methoxy)pyridin-3-yl)-1H-benzo[d]imidazol-1-yl)indoline-1-carboxylate